tert-butyl (1-(3-bromobenzyl)piperidin-4-yl)(methyl)carbamate formic acid salt C(=O)O.BrC=1C=C(CN2CCC(CC2)N(C(OC(C)(C)C)=O)C)C=CC1